[Ca].C(C)PC ethylmethylphosphine calcium